C(=C)[Si](O[Si](O[SiH](C)C)(C)C=C)(C)C 1,3-divinyl-1,1,3,5,5-pentamethyltrisiloxane